3-amino-4-(4'-((5-cyano-3-fluoropyridin-2-yl)oxy)-[1,1'-biphenyl]-3-yl)butanoic acid hydrochloride Cl.NC(CC(=O)O)CC=1C=C(C=CC1)C1=CC=C(C=C1)OC1=NC=C(C=C1F)C#N